C12CCCC(CC1)N2C(=O)[O-] 8-azabicyclo[3.2.1]octane-8-carboxylate